S(=O)(=O)(O)CCCCOCCCCS(=O)(=O)O 4-sulfobutylether